methyl(2-(4-(1-((R)-2-methyl-2,3-dihydrobenzofuran-6-yl)ethyl)piperazin-1-yl)pyrimidin-5-yl)(oxo-λ6-sulfaneylidene)acetamide CNC(C(=[SH2]=O)C=1C=NC(=NC1)N1CCN(CC1)C(C)C1=CC2=C(C[C@H](O2)C)C=C1)=O